FC1=C(C=C(C(=C1)C1=NC(=CC=C1)OCC1=C(C=C(C=C1)C=1C=NN(C1)CCOCCOCCOC)F)F)CC=1N(C2=C(N1)C=CC(=C2)C(=O)O)CCOC 2-[[2,5-difluoro-4-[6-[[2-fluoro-4-[1-[2-[2-(2-methoxyethoxy)ethoxy]ethyl]pyrazol-4-yl]phenyl]methoxy]-2-pyridyl]phenyl]methyl]-3-(2-methoxyethyl)benzimidazole-5-carboxylic acid